COC(N[C@H](C(=O)NC=1C(N(C=CC1)CC=1OC2=C(N1)C=CC=C2CC(C)C)=O)CC\C=C\C(=O)N(C)C)=O (S,E)-Methyl-(7-(dimethylamino)-1-((1-((7-isobutylbenzo[d]oxazol-2-yl)methyl)-2-oxo-1,2-dihydropyridin-3-yl)amino)-1,7-dioxohept-5-en-2-yl)carbamat